C1(CC1)N1C=NC2=CC=C(C=C2C1=O)NC1(CNC1)C1=C(C(=CC=C1F)Cl)Cl 3-cyclopropyl-6-((3-(2,3-dichloro-6-fluorophenyl)azetidin-3-yl)amino)quinazolin-4(3H)-one